C(N)(=O)C1C(C2C=CC1C2)NC(OCC2=CC=CC=C2)=O benzyl (3-carbamoylbicyclo[2.2.1]hept-5-en-2-yl)carbamate